C1OCC12COC(=NC2)NC2=CC(=C(OC1=C3C(=NC=C1)N(C=C3C3=CC=C(C(=O)N(C)CCOC)C=C3)COCC[Si](C)(C)C)C(=C2)F)F 4-(4-(4-((2,6-dioxa-8-azaspiro[3.5]non-7-en-7-yl)amino)-2,6-difluorophenoxy)-1-((2-(trimethyl-Silyl)ethoxy)methyl)-1H-pyrrolo[2,3-b]pyridin-3-yl)-N-(2-methoxyethyl)-N-methylbenzamide